NC=1N=C(N(C(C1SC1=C(C(=NC=C1)N)Cl)=O)C)N1CC2=C([C@H](CC1)N[S@](=O)C(C)(C)C)C=CC=C2 (R)-N-((S)-2-(4-amino-5-((2-amino-3-chloropyridin-4-yl)thio)-1-methyl-6-oxo-1,6-dihydropyrimidin-2-yl)-2,3,4,5-tetrahydro-1H-benzo[c]azepin-5-yl)-2-methylpropan-2-sulfinamide